Tert-butyl heptane-6-carboxylate CCCCCC(C)C(=O)OC(C)(C)C